NC=1C=C(C=C(C1)C(F)(F)F)[C@@H](C)NC=1C2=C(N=C(N1)C)C=NC(=C2)N2CC1(C2)CNC(C1)=O 2-[4-({(1R)-1-[3-amino-5-(trifluoromethyl)phenyl]ethyl}amino)-2-methylpyrido[3,4-d]pyrimidin-6-yl]-2,6-diazaspiro[3.4]octan-7-one